S1N(CCCC12NCCCCC2)C(=O)N thia-2,7-diazaspiro[5.6]dodecane-2-carboxamide